NC1C2CN(CC12)C=1N=C2SC(=NN2C1CO)C1=C(C(=CC=C1)Cl)Cl (6-(6-amino-3-azabicyclo[3.1.0]hex-3-yl)-2-(2,3-dichlorophenyl)imidazo[2,1-b][1,3,4]thiadiazol-5-yl)methanol